3-(difluoromethyl)-5-[5-methoxy-2-(trifluoromethyl)quinazolin-4-yl]isoxazole FC(C1=NOC(=C1)C1=NC(=NC2=CC=CC(=C12)OC)C(F)(F)F)F